ClC1=C(C=C2C(=CNC2=C1)C(=O)NOC1CCCCC1)C=1C(=NC(=CC1)N(C)C)OC 6-chloro-N-(cyclohexyloxy)-5-(6-(dimethylamino)-2-methoxypyridin-3-yl)-1H-indole-3-carboxamide